cresolacetaldehyde ethyl-2-[1-(2-cyanophenyl)-1-[1-[2-(dimethylamino)ethyl]pyrazol-4-yl]propan-2-yl]-5-methoxy-1-methyl-6-oxopyrimidine-4-carboxylate C(C)OC(=O)C=1N=C(N(C(C1OC)=O)C)C(C(C=1C=NN(C1)CCN(C)C)C1=C(C=CC=C1)C#N)C.C=1(C(=CC=CC1O)CC=O)C